(E)-2-[2-(p-chlorophenyl-amino)-4-methyl-5-pyrimidinylcarbonylamino]-5,5-dimethyl-3-hexenoic acid ClC1=CC=C(C=C1)NC1=NC=C(C(=N1)C)C(=O)NC(C(=O)O)\C=C\C(C)(C)C